t-butylhexanesulfonic acid C(C)(C)(C)C(CCCCC)S(=O)(=O)O